1-(6-(3,3-difluoroazetidin-1-yl)pyridin-3-yl)benzene-1,2-diamine FC1(CN(C1)C1=CC=C(C=N1)C1(C(C=CC=C1)N)N)F